tert-Butyl 6-hydroxy-1-oxo-2,3-dihydro-1H-isoindole-2-carboxylate OC1=CC=C2CN(C(C2=C1)=O)C(=O)OC(C)(C)C